CC(C(=O)OCN1C(N(C=2N=C(N(C2C1=O)C1=CC=C(C=C1)Cl)C1=C(C=C(C=C1)F)F)COC(C(C)(C)C)=O)=O)(C)C [7-(4-chlorophenyl)-8-(2,4-difluorophenyl)-3-[[(2,2-dimethylpropanoyl)oxy]methyl]-2,6-dioxopurin-1-yl]methyl 2,2-dimethylpropanoate